COC(C(=O)O)=O oxalic acid monomethyl ester